C(CCC)C1C=CC=2C1=C1CCCCC1=CC2 1-n-butyl-6,7,8,9-tetrahydro-1H-cyclopenta[a]naphthalene